2-[(4-{6-[(4-chloro-2-fluorobenzyl)oxy]pyridin-2-yl}-3,3-dimethylpiperazin-1-yl)methyl]-1-(2-methoxyethyl)-1H-benzimidazole-6-carboxylic acid ClC1=CC(=C(COC2=CC=CC(=N2)N2C(CN(CC2)CC2=NC3=C(N2CCOC)C=C(C=C3)C(=O)O)(C)C)C=C1)F